C(C)(C)(C)N1CCC(CC1)N1N=C2C(=CC(=CC2=C1)C=1C=C(C=2N(N1)C=C(N2)C)C)F 2-(1-tert-butylpiperidin-4-yl)-5-{2,8-dimethylimidazo[1,2-b]pyridazin-6-yl}-7-fluoroindazole